N-(1-(piperazine-1-carbonyl)-1H-pyrazol-3-yl)methanesulfonamide N1(CCNCC1)C(=O)N1N=C(C=C1)NS(=O)(=O)C